COC1=C(C=C2C=CN=C(C2=C1)OC[C@@H]1[C@@H]2[C@H]([C@H]2C(N1)=O)C)C(=O)N 7-methoxy-1-(((1r,2s,5r,6r)-6-methyl-4-oxo-3-azabicyclo[3.1.0]hex-2-yl)methoxy)isoquinoline-6-carboxamide